NC1=C(C=C2C(C=C(OC2=C1N)C1CN(CC1)C(=O)OC(C)(C)C)=O)F tert-butyl 3-(7,8-diamino-6-fluoro-4-oxo-4H-chromen-2-yl)pyrrolidine-1-carboxylate